C(C)S(=O)(=O)C=1C(=C(C=CC1)NC1=NC=C(C(=N1)C1=CNC2=C(C=CC=C12)NC([C@@H](C)N1CCN(CC1)C)=O)C)F (R)-N-(3-(2-(3-(Ethylsulfonyl)-2-fluorophenylamino)-5-methylpyrimidin-4-yl)-1H-indol-7-yl)-2-(4-methylpiperazin-1-yl)propanamid